benzyl (S)-4-(3-cyano-2-(((S)-1-methylpyrrolidin-2-yl)methoxy)-5,6,7,8-tetrahydro-1,7-naphthyridin-4-yl)-2-(cyanomethyl)piperazine-1-carboxylate C(#N)C=1C(=NC=2CNCCC2C1N1C[C@@H](N(CC1)C(=O)OCC1=CC=CC=C1)CC#N)OC[C@H]1N(CCC1)C